N1C=CC2=CC(=CC=C12)OC=1C=C(C=CC1)C=1NC(=NN1)CC=1SC=C(N1)C 2-((5-(3-((1H-Indol-5-yl)oxy)phenyl)-4H-1,2,4-triazol-3-yl)methyl)-4-methylthiazole